Methyl (S)-4-(1-(2-(trifluoromethyl)-4-(4-(trifluoromethyl)phenyl)-4,5,6,7-tetrahydropyrazolo[1,5-a]pyrimidine-3-carboxamido)ethyl)benzoate FC(C1=NN2C(N(CCC2)C2=CC=C(C=C2)C(F)(F)F)=C1C(=O)N[C@@H](C)C1=CC=C(C(=O)OC)C=C1)(F)F